C(CCCCCCCCCCC\C=C/CCCCCCCC)(=O)O (Z)-13-docosenoic acid